diethoxyethylphenyl-silane C(C)OC(C[SiH2]C1=CC=CC=C1)OCC